N[C@@H]1C2=CC=CC=C2CC12CCN(CC2)C=2NC(C1=C(N2)NN=C1C(=C)C1=CC(=CC(=C1)OC(F)(F)F)F)=O (S)-6-(1-amino-1,3-dihydro-spiro[indene-2,4'-piperidin]-1'-yl)-3-(1-(3-fluoro-5-(trifluoromethoxy)phenyl)vinyl)-1,5-dihydro-4H-pyrazolo[3,4-d]pyrimidin-4-one